[U].O=S.[Nb] niobium oxysulfide uranium